Cl.Cl.NC1=CC=C(C(=N1)C)CNC([C@H](C)NC(=O)[C@@H]1NC[C@H](C1)OC1=CC=C(C=C1)Br)=O (2R,4S)-N-((S)-1-(((6-amino-2-methylpyridin-3-yl)methyl)amino)-1-oxopropan-2-yl)-4-(4-bromophenoxy)pyrrolidine-2-carboxamide dihydrochloride